Ethyl 1-(3-chloro-5-iodo-6-(5,5,5-trifluoropentyl)pyrazin-2-yl)piperidine-4-carboxylate ClC=1C(=NC(=C(N1)I)CCCCC(F)(F)F)N1CCC(CC1)C(=O)OCC